5-(prop-2-yn-1-yl)-1,2-diazaspiro[2.3]hex-1-ene-5-carboxylic acid C(C#C)C1(CC2(N=N2)C1)C(=O)O